Methyl-(5RS)-2-[3-fluoro-5-(trifluoromethyl)benzyl]-3-oxo-2,3,5,6,7,8-hexahydro[1,2,4]triazolo[4,3-a]pyridine-5-carboxylate COC(=O)[C@H]1CCCC=2N1C(N(N2)CC2=CC(=CC(=C2)C(F)(F)F)F)=O |r|